N1=C(N=CC=C1)N1N=CN=C1[C@@H]1N(CCC1)C(=O)OC(C)(C)C tert-butyl (R)-2-{1-(pyrimidin-2-yl)-1H-1,2,4-triazol-5-yl}pyrrolidine-1-carboxylate